4-[2-(2,4-difluorophenoxy)-5-(methylsulfonyl)phenyl]-6-methyl-2-[(4-methylpiperazin-1-yl)methyl]-1,6-dihydro-7H-pyrrolo[2,3-c]pyridin-7-one FC1=C(OC2=C(C=C(C=C2)S(=O)(=O)C)C=2C3=C(C(N(C2)C)=O)NC(=C3)CN3CCN(CC3)C)C=CC(=C1)F